CC(COC(C)CO)O Dipropylen glycol